ethyl 6-hexyldodec-4-enoate C(CCCCC)C(C=CCCC(=O)OCC)CCCCCC